8,8-Difluoro-2-((S)-2-methylazetidin-1-yl)-5,6,7,8-tetrahydroquinoline FC1(CCCC=2C=CC(=NC12)N1[C@H](CC1)C)F